2,5,6-trifluoro-3-chloropyridine FC1=NC(=C(C=C1Cl)F)F